ClC=1C=C2C(=CC(=NC2=CC1)C(F)(F)F)NC1CCC(CC1)NC(=O)C1=NN2C(CCCC2)=C1 N-(4-{[6-chloro-2-(trifluoromethyl)quinolin-4-yl]amino}cyclohexyl)-4H,5H,6H,7H-pyrazolo[1,5-a]pyridine-2-carboxamide